O=C(NCCOCCOCCOCCOCCOC)CCCC(=O)O 18-oxo-2,5,8,11,14-pentaoxa-17-azaheneicosane-21-carboxylic acid